C(N)(OC=1C=C(C(=NC1C1=CC=CC=C1)C=1C=NC(=CC1)OCC1=CC=C(C=C1)OC)C)=O (6'-((4-methoxybenzyl) oxy)-3-methyl-6-phenyl-[2,3'-bipyridyl]-5-yl) carbamate